CN(CCN1N=C(C(=C1)C(=O)NC1=NC(=CC=C1)C=1N2C(=NN1)CC[C@@H]2C)OC)C (S)-1-(2-(dimethylamino)ethyl)-3-methoxy-N-(6-(5-methyl-6,7-dihydro-5H-pyrrolo[2,1-c][1,2,4]triazol-3-yl)pyridin-2-yl)-1H-pyrazole-4-carboxamide